C(C)(C)(C)OC(=O)NC(/C=C/C(=O)OCC)CC1=CC=CC=C1 ethyl (E)-4-((tert-butoxycarbonyl)amino)-5-phenylpent-2-enoate